F/C(=C/C(=O)NC1=CC(=CC=C1)C=1C=CC=C2C=NC(=NC12)NC1=CC=C(C=C1)N1CCN(CC1)C)/C (E)-3-fluoro-N-(3-(2-((4-(4-methylpiperazin-1-yl)phenyl)amino)quinazolin-8-yl)phenyl)but-2-enamide